3-[3-(benzotriazole-2-yl)-4-hydroxy-5-tert-butylphenyl]-propionic acid methyl ester COC(CCC1=CC(=C(C(=C1)C(C)(C)C)O)N1N=C2C(=N1)C=CC=C2)=O